FC(C(C(C(=C(F)F)F)(F)F)(F)F)(F)F decafluoropentene